C(C)(C)C1=CC(=NN1)NC1=CN=C2C(=N1)N(C=C2)[C@H](C)C=2C=NC=CC2 (R)-N-(5-isopropyl-1H-pyrazol-3-yl)-5-(1-(pyridin-3-yl)ethyl)-5H-pyrrolo[2,3-b]pyrazin-3-amine